C1C=2N(CN1)CCC2 Tetrahydropyrrolo[1,2-c]imidazole